C(C1=CC=CC=C1)C1(NC(=NC(=N1)NCCN1CCOCC1)NCC=1C=NC=CC1)N 2-benzyl-N4-(2-morpholinoethyl)-N6-pyridin-3-ylmethyl-1,3,5-triazine-2,4,6-triamine